C(#N)[C@H](C[C@H]1C(NCC1)=O)NC(=O)C1C2C(C2CN1C(C(=O)NC1=C(C=CC=C1)F)=O)(C)C N-((S)-1-cyano-2-((S)-2-oxopyrrolidin-3-yl)ethyl)-3-(2-((2-fluorophenyl)amino)-2-oxoacetyl)-6,6-dimethyl-3-azabicyclo[3.1.0]hexane-2-carboxamide